ClC1C(C2=C(S1)C(C(S2)Cl)(C(=O)O)CC)(C(=O)O)CC 2,5-dichloro-3,6-diethyl-thieno[3,2-b]Thiophene-3,6-dicarboxylic acid